N1CC(C1)NC=1C=CC(=C(C(=O)NC2(CC2)C2=CC(=CC=C2)C=2SC=CC2)C1)C 5-(Azetidin-3-ylamino)-2-methyl-N-(1-(3-(thiophen-2-yl)phenyl)cyclopropyl)benzamide